tertbutyl N-[4-({3-[(tert-butoxycarbonyl)amino]butyl}amino)butan-2-yl]carbamate C(C)(C)(C)OC(=O)NC(CCNCCC(C)NC(OC(C)(C)C)=O)C